BrC1=NO[C@@H](C1)C1=NC(=C(C=C1)C)OC1=CC(=CC=C1)C(F)(F)F (5S)-3-bromo-5-[5-methyl-6-[3-(trifluoromethyl)phenoxy]-2-pyridyl]-4,5-dihydroisoxazole